CN1N=C2CN(CCC2=C1C1=CC=CC=C1)C(=O)C=1C=CC=C2C=CC=NC12 (2-methyl-3-phenyl-2,4,5,7-tetrahydro-6H-pyrazolo[3,4-c]pyridin-6-yl)(quinolin-8-yl)methanone